C(C)OC(=O)C1=C(N=C(S1)C(NCCNC(C1=CC(=CC=C1)C1=NOC(=N1)C)=O)=O)C 4-methyl-2-((2-(3-(5-methyl-1,2,4-oxadiazol-3-yl)benzoylamino)ethyl)carbamoyl)thiazole-5-carboxylic acid ethyl ester